1-(2-fluoro-4-(6-(2-(6-methyl-4-(trifluoromethyl)pyridin-2-yl)acetamido)pyridazin-3-yl)butyl)-N-methyl-1H-1,2,3-triazole-4-carboxamide FC(CN1N=NC(=C1)C(=O)NC)CCC=1N=NC(=CC1)NC(CC1=NC(=CC(=C1)C(F)(F)F)C)=O